FC(COC=1C(=NC=C(C1)F)OC1=CC=2N(C=C1)N=C(C2)C(=O)NC2(CS(C2)(=O)=O)C)F 5-((3-(2,2-Difluoroethoxy)-5-fluoropyridin-2-yl)oxy)-N-(3-methyl-1,1-dioxidothietan-3-yl)pyrazolo[1,5-a]pyridine-2-carboxamide